(1s,4s)-1-methyl-4-((5-(quinoxalin-6-yl)pyrrolo[2,1-f][1,2,4]triazin-2-yl)amino)cyclohexan-1-ol CC1(CCC(CC1)NC1=NN2C(C=N1)=C(C=C2)C=2C=C1N=CC=NC1=CC2)O